5-methyl-6-(3-((1-methyl-1H-pyrazol-5-yl)amino)-7,8-dihydro-1,6-naphthyridin-6(5H)-yl)-N-(pyridin-4-ylmethyl)nicotinamide CC=1C(=NC=C(C(=O)NCC2=CC=NC=C2)C1)N1CC=2C=C(C=NC2CC1)NC1=CC=NN1C